C(C)[C@H]1N(CCC[C@H]1C1=CC=2C(=NC=CC2NC=2C=CC3=C(N=CS3)C2)S1)C N-(2-((2R,3R)-2-ethyl-1-methylpiperidin-3-yl)thieno[2,3-b]pyridin-4-yl)benzo[d]thiazol-5-amine